BrC=1C=C(C=O)C=C(C1OCCOCCOCCCI)Br 3,5-Dibromo-4-(2-(2-(3-iodopropoxy)ethoxy)ethoxy)benzaldehyde